3-(pyridin-3-ylmethyl)-1,6,9,12-tetraazabicyclo[11.3.1]heptadecane N1=CC(=CC=C1)CC1CN2CCCC(NCCNCCNCC1)C2